NCCCCCCCCCCCCCCCCCCCCN 1,20-diaminoeicosan